3-(4-methylindol-3-yl)-6-dimethylaminophthalide CC1=C2C(=CNC2=CC=C1)C1OC(=O)C2=CC(=CC=C12)N(C)C